(S)-6-(1-amino-1,3-dihydrospiro[indene-2,4'-piperidine]-1'-yl)-3-(1-(quinolin-4-yl)vinyl)-1,5-dihydro-4H-pyrazole N[C@@H]1C2=CC=CC=C2CC12CCN(CC2)C=2C=C1C(=CC=NC1=CC2)C(=C)C2=NNCC2